(1S,2S)-N-(6-((2-((tert-butyldimethyl-silyl)oxy)ethyl)((6-cyclopropylimidazo[1,2-a]pyridin-2-yl)methyl)amino)pyrimidin-4-yl)-2-(4-chloropyridin-2-yl)cyclopropane-1-carboxamide C(C)(C)(C)[Si](OCCN(C1=CC(=NC=N1)NC(=O)[C@@H]1[C@H](C1)C1=NC=CC(=C1)Cl)CC=1N=C2N(C=C(C=C2)C2CC2)C1)(C)C